C(C)(C)(C)OC(=O)N1C[C@H](CC1)OC(=O)N1CCC(CC1)NC1=CC(=NC=2N1N=CC2C(C)C)C 4-[(3-isopropyl-5-methyl-pyrazolo[1,5-a]pyrimidin-7-yl)amino]piperidine-1-carboxylic acid [(3S)-1-tert-butoxycarbonylpyrrolidin-3-yl] ester